5-[4-amino-5-(trifluoromethyl)pyrrolo[2,1-f][1,2,4]triazin-7-yl]-4-fluoro-N-[(3R,4S)-4-fluoro-1-(pyridazine-3-carbonyl)pyrrolidin-3-yl]-2-methylbenzamide NC1=NC=NN2C1=C(C=C2C=2C(=CC(=C(C(=O)N[C@@H]1CN(C[C@@H]1F)C(=O)C=1N=NC=CC1)C2)C)F)C(F)(F)F